OC=1C(=NC=NC1C=1C=C2CN(C(C2=CC1)=O)C)C#N 5-hydroxy-6-(2-methyl-1-oxo-isoindolin-5-yl)pyrimidine-4-carbonitrile